6-(2,6-dichlorophenyl)-2-(1H-indazol-5-ylamino)imidazo[1,2-a]pyrimido[5,4-e]pyrimidin-5(6H)-one ClC1=C(C(=CC=C1)Cl)N1C=2N(C3=C(C1=O)C=NC(=N3)NC=3C=C1C=NNC1=CC3)C=CN2